P(=O)(O)(O)OCC(C(=O)[O-])O 3-phosphonoglycerate